C1(CC1)C(=O)NC1=NC=CC(=C1)C1=CNC2=C(C=CC=C12)NC(C1=CN=C(C=C1)C(F)(F)F)=O N-(3-(2-(Cyclopropancarboxamido)pyridin-4-yl)-1H-indol-7-yl)-6-(trifluoromethyl)nicotinamid